C1(CC1)CN1C=NC2=NN(C(C(=C21)C2=CC=C(C=C2)OC([2H])([2H])[2H])=O)C2=CC1=CN(N=C1C=C2)C 5-(cyclopropylmethyl)-4-(4-(methoxy-d3)phenyl)-2-(2-methyl-2H-indazol-5-yl)-2,5-dihydro-3H-imidazo[4,5-c]pyridazin-3-one